Br\C=C/CF (Z)-1-bromo-3-fluoropropene